C(C)C1=CC(=CC=C1)CCC 1-ethyl-3-propylbenzene